4-butyramido-2-((5-nitrothiazol-2-yl)carbamoyl)phenylacetate C(CCC)(=O)NC1=CC(=C(C=C1)CC(=O)[O-])C(NC=1SC(=CN1)[N+](=O)[O-])=O